C(#C)[Si](C)(C#C)C#C triethynyl-methyl-silane